(R)-N-(3-cyano-4-fluorophenyl)-1-methyl-4-(N-(1,1,1-trifluoropropan-2-yl)sulfamoyl)-1H-pyrrole-2-carboxamide C(#N)C=1C=C(C=CC1F)NC(=O)C=1N(C=C(C1)S(N[C@@H](C(F)(F)F)C)(=O)=O)C